BrC=1C(=CC=2N(C1)N=C(N2)N2C(=CC=C2C)C)F 6-bromo-2-(2,5-dimethyl-1H-pyrrol-1-yl)-7-fluoro-[1,2,4]triazolo[1,5-a]pyridine